OC1=C(C=C(C=C1OC)C1=C(C(=NC(=C1)C1=CC(=C(C=C1)O)OC)N)C#N)OC 4-(4-hydroxy-3,5-dimethoxyphenyl)-6-(4-hydroxy-3-methoxyphenyl)-2-amino-3-cyanopyridine